ClCC[Si](Cl)(C)CCC1=CC=CC=C1 chloromethyl-phenethyl-dimethyl-chlorosilane